OCC[C@@H](C(C)C)[C@H]1N(C(OC1)(C)C)C(=O)OC(C)(C)C tert-butyl (4R)-4-[(1S)-1-(2-hydroxyethyl)-2-methyl-propyl]-2,2-dimethyl-oxazolidine-3-carboxylate